BrC=1C(N(N(C1CBr)C)C1=CC=C(C=C1)C(F)(F)F)=O 4-bromo-5-(bromomethyl)-1-methyl-2-(4'-(trifluoromethyl)phenyl)-1,2-dihydro-3H-pyrazol-3-one